BrCCCCOC1=NOC(=C1)C(C(=O)N1[C@@H](C[C@H](C1)O)C(=O)NCC1=CC=C(C=C1)C1=C(N=CS1)C)C(C)C (2S,4R)-1-[2-[3-(4-bromobutoxy)isoxazol-5-yl]-3-methyl-butanoyl]-4-hydroxy-N-[[4-(4-methylthiazol-5-yl)phenyl]methyl]pyrrolidine-2-carboxamide